5-[[2-(ethylsulfonylamino)-3-fluoropyridin-4-yl]methyl]-3,4-difluoro-2-(2-fluoro-4-iodoanilino)benzamide C(C)S(=O)(=O)NC1=NC=CC(=C1F)CC=1C(=C(C(=C(C(=O)N)C1)NC1=C(C=C(C=C1)I)F)F)F